R-3-piperidinic acid N1C[C@@H](CCC1)C(=O)O